C(CCC)OC1=CC(=C(C=C1)B(O)O)C 4-BUTOXY-2-METHYLPHENYLBORONIC ACID